2-(Methylthio)pyridine CSC1=NC=CC=C1